cyclohexyl-(cyclohexane) C1(CCCCC1)C1CCCCC1